ClC=1C(=C(N)C=CC1)N1CCC(CC1)C1=C(C=C(C=C1)Cl)F 3-chloro-2-[4-(4-chloro-2-fluorophenyl)piperidin-1-yl]aniline